C(#N)C=1C=CC2=CN(N=C2C1OC1CN(C1)CC(=O)O)CC1=C2C=CNC2=C(C=C1S(=O)(=O)C)C 2-(3-((6-cyano-2-((7-methyl-5-(methylsulfonyl)-1H-indol-4-yl)-methyl)-2H-indazol-7-yl)oxy)azetidin-1-yl)acetic acid